4-[2-(2-Chloro-3-methyl-4-pyridyl)ethynyl]-5-methyl-1-(5-methylpyrazin-2-yl)imidazole-2-carboxamide ClC1=NC=CC(=C1C)C#CC=1N=C(N(C1C)C1=NC=C(N=C1)C)C(=O)N